bis(2,4-pentanedionyl)platinum (II) C(C(CC(C)=O)=O)[Pt]CC(CC(C)=O)=O